C(C)(C)N1N=CC(=C1)C=1C=C(C=CC1)N(C(=O)[C@@H]1CC[C@H](CC1)C(=O)O)CC12CCC(CC1)(CC2)C2=CC(=C(C=C2)OC)C trans-4-((3-(1-Isopropyl-1H-pyrazol-4-yl)phenyl)((4-(4-methoxy-3-methylphenyl)bicyclo[2.2.2]octan-1-yl)methyl)carbamoyl)cyclohexanecarboxylic acid